2-(4-trifluoromethylphenylamino)-4-(4-fluorophenyl)thiazole FC(C1=CC=C(C=C1)NC=1SC=C(N1)C1=CC=C(C=C1)F)(F)F